C(C)OC(CC1C(C(CC1)O)CCCCC)=O Ethyl-2-(3-hydroxy-2-pentylcyclopentyl)acetat